[2,2-dimethyl-3-(tetrahydropyran-2-yloxymethyl)cyclobutadienyl]propan-1-ol CC1(C(=C=C1COC1OCCCC1)C(CC)O)C